OCCOCCO bis(hydroxyethyl)ether